COCN1CCCC1 methoxymethyl-pyrrolidine